(((3s,5r)-5-(fluoromethyl)-1-oxaspiro[2.5]oct-5-yl)methyl)-1H-benzo[d]imidazole-6-carbonitrile FC[C@]1(C[C@]2(CO2)CCC1)CN1C=NC2=C1C=C(C=C2)C#N